CN(C1=CC=C2C(=C3C(O2)=CC=CC(=C3)NC(=O)C=3NC=CC3)C1)C N-(N,N-dimethyl-2-aminocyclohepta[b]benzofur-9-yl)pyrrole-2-carboxamide